O=C1NC([C@@H](N1)CC=1N=NN(C1)[C@@H](C(=O)O)F)=O (R)-2-(4-(((S)-2,5-dioxoimidazolidin-4-yl)methyl)-1H-1,2,3-triazol-1-yl)-2-fluoroacetic acid